C(OCCO)(OC1=CC=C(C=C1)[N+](=O)[O-])=O 2-Hydroxyethyl (4-nitrophenyl) carbonate